Methyl (R)-3-(3-fluoro-4-(4,4,5,5-tetramethyl-1,3,2-dioxaborolan-2-yl)phenyl)butanoate FC=1C=C(C=CC1B1OC(C(O1)(C)C)(C)C)[C@@H](CC(=O)OC)C